1-tritylimidazole-4-carbaldehyde C(C1=CC=CC=C1)(C1=CC=CC=C1)(C1=CC=CC=C1)N1C=NC(=C1)C=O